4-bromo-2,6-dichloro-N-[2,2-difluoro-2-(2-methylphenyl)ethyl]benzene-1-sulfonamide BrC1=CC(=C(C(=C1)Cl)S(=O)(=O)NCC(C1=C(C=CC=C1)C)(F)F)Cl